C1(C=CC(CC1)C(C)C)=C p-Mentha-1(7),2-dien